3-chloro-5-((2,4-dimethoxybenzyl)amino)pyrazine-2-carboxylic acid methyl ester COC(=O)C1=NC=C(N=C1Cl)NCC1=C(C=C(C=C1)OC)OC